O=C1NC(CCC1N1C(C2=CC=CC(=C2C1)SCC=1SC=C(N1)C(=O)OC12CC3CC(CC(C1)C3)C2)=O)=O adamantan-1-yl 2-(((2-(2,6-dioxopiperidin-3-yl)-1-oxoisoindolin-4-yl)thio)methyl)thiazole-4-carboxylate